CC1(OB(OC1(C)C)C=1C=NN(C1)CC=1C=CC=C2C=NNC12)C 7-((4-(4,4,5,5-tetramethyl-1,3,2-dioxaborolan-2-yl)-1H-pyrazol-1-yl)methyl)-1H-indazole